N-(2-fluoro-4-((1S,2S)-2-(pyridin-3-yl)cyclopropane-1-carboxamido-3,3-d2)benzyl)-4-(4-(3-((5-nitropyridin-2-yl)disulfanyl)propanoyl)piperazin-1-yl)benzamide-6-d FC1=C(CNC(C2=CC=C(C=C2[2H])N2CCN(CC2)C(CCSSC2=NC=C(C=C2)[N+](=O)[O-])=O)=O)C=CC(=C1)NC(=O)[C@@H]1[C@H](C1([2H])[2H])C=1C=NC=CC1